(R)-(4-(7-(difluoromethyl)pyrazolo[1,5-a]pyridin-2-yl)-6,7-dihydro-1H-imidazo[4,5-c]pyridin-5(4H)-yl)(5-(pyridin-3-yl)-1,3,4-oxadiazol-2-yl)methanone FC(C1=CC=CC=2N1N=C(C2)[C@@H]2N(CCC1=C2N=CN1)C(=O)C=1OC(=NN1)C=1C=NC=CC1)F